BrC=1C=C(C=C(C1)F)N(C=1C2=C(N=C(N1)Cl)C=NC=C2F)C N-(3-bromo-5-fluoro-phenyl)-2-chloro-5-fluoro-N-methyl-pyrido[3,4-d]pyrimidin-4-amine